OC=1C=C(C=CC1O)\C=C/C(=O)C1=C(C=C(C=C1)O)OC (Z)-3-(3,4-Dihydroxyphenyl)-1-(4-hydroxy-2-methoxyphenyl)prop-2-en-1-one